CN(C[C@@H](CC)O)C (R)-1-(dimethylamino)butan-2-ol